(+/-)-N7-methyl-3-phenyl-N5-(tetrahydrofuran-3-yl)-2,3-dihydrobenzofuran-5,7-dicarboxamide CNC(=O)C1=CC(=CC=2C(COC21)C2=CC=CC=C2)C(=O)NC2COCC2